6-(2-methoxy-ethoxy)-1H-indazole COCCOC1=CC=C2C=NNC2=C1